CS(=O)(=O)ON=C(C#N)C1=CC=CC=C1 α-(methylsulfonyloxyimino)-phenylacetonitrile